C(C)(=O)NCC1CCN(CC1)CC1=CC(=NC(=C1)C1=CC(=CC(=C1)Cl)Cl)OC=1C=CC(=NC1)N1CCN(CC1)CCC(=O)OC methyl 3-(4-(5-((4-((4-(acetamidomethyl)piperidin-1-yl)methyl)-6-(3,5-dichlorophenyl)pyridin-2-yl)oxy)pyridin-2-yl)piperazin-1-yl)propanoate